N[C@H]1CN(C[C@@H](C1)F)C(=O)C1=CC2=C(N(C(=N2)C=2N(C3=C(C=CC=C3C2)C2CN(C2)C(C)=O)CC2CC2)C)C(=C1)OC 1-[3-(2-{5-[(3R,5R)-3-Amino-5-fluoropiperidin-1-carbonyl]-7-methoxy-1-methyl-1H-1,3-benzodiazol-2-yl}-1-(cyclopropylmethyl)-1H-indol-7-yl)azetidin-1-yl]ethan-1-on